COC(=O)C=1C(=C2C(=NC1)N(C=C2Br)COCC[Si](C)(C)C)N[C@H]2C[C@@H](CC2)NC(=O)OC.C2(CCCCCC2)NC2CCC(CC2)=O 4-(cycloheptylamino)cyclohexanone Methyl-3-bromo-4-(((1R,3R)-3-((methoxycarbonyl)amino)cyclopentyl)amino)-1-((2-(trimethylsilyl)ethoxy)methyl)-1H-pyrrolo[2,3-b]pyridine-5-carboxylate